(spirobifluorenyl)[Di(phenyl)triazinylphenyl]dibenzothiophene C12(C(=CC=C3C4=CC=CC=C4C=C13)C1=C(C3=C(SC4=C3C=CC=C4)C=C1)C1=C(C(=C(C=C1)C1=CC=CC=C1)C1=CC=CC=C1)C1=NN=NC=C1)C=CC=C1C4=CC=CC=C4C=C12